ClC=1C(=NC(=NC1)N[C@@H]1C[C@@H]2CO[C@H]([C@H]1O)O2)C=2C=C(C1=C(N(C(=N1)[C@H]1CC(CC1)(F)F)C(C)C)C2)F (1R,3R,4S,5S)-3-((5-chloro-4-(2-((R)-3,3-difluorocyclopentyl)-4-fluoro-1-isopropyl-1H-benzo[d]imidazol-6-yl)pyrimidin-2-yl)amino)-6,8-dioxabicyclo[3.2.1]octan-4-ol